C[C@H]1COCC(N2CCC[C@@H]([C@@H]2COC2CCC1CC2)NCC2(CC2)C#N)=O |o1:1| Rel-1-({[(4R,5S)-14-methyl-10-oxo-2,12-dioxa-9-azatricyclo[13.2.2.04,9]nonadecan-5-yl]amino}methyl)cyclopropane-1-carbonitrile